C(#N)C1=NC=C(C(=C1)NC(=O)NC=1C=NC2=CC=C(N=C2C1C(C)C)C)C N-(2-cyano-5-methylpyridin-4-yl)-N'-(6-methyl-4-(propan-2-yl)-1,5-naphthyridin-3-yl)urea